COC=C Vinyl Methyl ether